COCCCNC(=O)C1CN(C1)C1=CC=C2C(C(=CN(C2=N1)C1=NC=NS1)C(=O)O)=O 7-{3-[(3-methoxypropyl)carbamoyl]azetidin-1-yl}-4-oxo-1-(1,2,4-thiadiazol-5-yl)-1,4-dihydro-1,8-naphthyridine-3-carboxylic acid